C(CC)C1=CC=C(C(=O)NC2=CC=C(C=C2)[C@@H]2CNCC2)C=C1 |r| (RS)-4-Propyl-N-(4-pyrrolidin-3-yl-phenyl)-benzamide